3-(3-methylureido)benzoic acid CNC(NC=1C=C(C(=O)O)C=CC1)=O